2-[2-Fluoro-4-(6-hydroxy-2-pyridinyl)-3-methyl-phenyl]acetic acid methyl ester COC(CC1=C(C(=C(C=C1)C1=NC(=CC=C1)O)C)F)=O